(4-methoxyphenyl)-2-(2-hydroxybenzyloxy)acetamide COC1=CC=C(C=C1)C(C(=O)N)OCC1=C(C=CC=C1)O